ClC1=C(C=CC=C1Cl)C1=NN2C(=NC=3C=CC=CC3C2=N1)NC=1C(N=CC=NC1)=O (6R)-6-{[2-(2,3-dichlorophenyl)[1,2,4]triazolo[1,5-c]quinazolin-5-yl]amino}-1,4-diazepin-5-one